C(C1=CC=CC=C1)(=O)O[C@@H]1[C@@](O)(O[C@@H]([C@H]([C@@H]1O)OC(C1=CC=CC=C1)=O)CO)OCCN=[N+]=[N-] 2,4-di-O-benzoyl-2-azidoethoxy-α-D-mannopyranose